ClC1=CC=C(C=C1)C1=NN=C(C2=CC=CC=C12)NC12CN(CC2C1)C 4-(4-chlorophenyl)-N-(3-methyl-3-azabicyclo[3.1.0]hexan-1-yl)phthalazin-1-amine